1-(1,3-benzodioxol-5-ylmethyl)-5-(4-chlorophenyl)-3-hydroxy-4-(phenylsulfonyl)-1,5-dihydro-2H-pyrrol-2-one O1COC2=C1C=CC(=C2)CN2C(C(=C(C2C2=CC=C(C=C2)Cl)S(=O)(=O)C2=CC=CC=C2)O)=O